NC1=C(C=CC(=C1)CN1CCCC1)SC=1C2=C(C(=NC1C)N)N=C(N2)COCC 7-[2-amino-4-(pyrrolidin-1-ylmethyl)phenyl]sulfanyl-2-(ethoxymethyl)-6-methyl-1H-imidazo[4,5-c]pyridin-4-amine